Cl.NC(C(=O)N1CCN(CC1)C(=O)NC1=NC(N(C=C1)C1=CC=C(CC23CNCC3C2C(=O)N)C=C1)=O)(C)C (4-(4-(4-(2-Amino-2-methylpropanoyl)piperazine-1-carboxamido)-2-oxopyrimidin-1(2H)-yl)benzyl)-3-azabicyclo[3.1.0]hexane-6-carboxamide Hydrochloride Salt